4-((S)-4-acryloyl-2-methylpiperazin-1-yl)-6-fluoro-7-(2-fluoro-6-hydroxyphenyl)-1-(2-isopropyl-4-(methylthio)pyridin-3-yl)pyrido[2,3-d]pyrimidin-2(1H)-one C(C=C)(=O)N1C[C@@H](N(CC1)C=1C2=C(N(C(N1)=O)C=1C(=NC=CC1SC)C(C)C)N=C(C(=C2)F)C2=C(C=CC=C2O)F)C